C(C)(C)(C)OC(=O)N1C[C@H](CCC1)N1N=CC(=C1C)Br (3S)-3-(4-bromo-5-methyl-pyrazol-1-yl)piperidine-1-carboxylic acid tert-butyl ester